[2-(2-methoxyethoxy)phenyl]boronic acid COCCOC1=C(C=CC=C1)B(O)O